4-(4-Bromo-5-hydroxy-[2,2']bipyridinyl-6-yl)-4-oxo-butyric acid ethyl ester C(C)OC(CCC(=O)C1=C(C(=CC(=N1)C1=NC=CC=C1)Br)O)=O